CC1=CC=C(C=NC(CCC)[SiH](OC)OC)C=C1 N-4-methylbenzylidene-3-methyl-(dimethoxysilyl)propan-1-amine